ClC=1C(=CC(=NC1)NC1=CC=NN1C)C=1C=C2N(CCN(C2=O)CC2=C(C(=CC=C2)F)CO)C1 7-(5-chloro-2-((1-methyl-1h-pyrazole-5-yl)amino)pyridine-4-yl)-2-(3-fluoro-2-(hydroxymethyl)benzyl)-3,4-dihydropyrrolo[1,2-a]pyrazine-1(2H)-one